C(OC=1C(C(=O)[O-])=CC=CC1)OC=1C(C(=O)[O-])=CC=CC1 Methylendisalicylat